Tert-butyl 7-[3-(difluoromethyl)-4-(pyrazolo[1,5-a]pyrimidine-3-carbonylamino)pyrazol-1-yl]-2-azaspiro[3.5]nonane-2-carboxylate FC(C1=NN(C=C1NC(=O)C=1C=NN2C1N=CC=C2)C2CCC1(CN(C1)C(=O)OC(C)(C)C)CC2)F